C1(=CC=CC=C1)C=COB(O)O 2-phenyl-vinyl-boric acid